((1-methylpiperidin-4-yl)methyl)-1H-pyrrole CN1CCC(CC1)CN1C=CC=C1